4-[4-(8-hydroxyoctyloxy)benzoyl]cinnamic acid ethyl ester C(C)OC(C=CC1=CC=C(C=C1)C(C1=CC=C(C=C1)OCCCCCCCCO)=O)=O